N-(2,3-Difluoro-4-iodophenyl)-4-(dimethylphosphoryl)pyridin-3-amine FC1=C(C=CC(=C1F)I)NC=1C=NC=CC1P(=O)(C)C